5-[(3-cyano-4-fluoro-phenyl)carbamoyl]-1-methyl-pyrrole-3-sulfonyl chloride C(#N)C=1C=C(C=CC1F)NC(=O)C1=CC(=CN1C)S(=O)(=O)Cl